2-(1-aminocyclopropyl)-6-methyl-N-(3-phenylpropyl)thieno[2,3-d]pyrimidin-4-amine NC1(CC1)C=1N=C(C2=C(N1)SC(=C2)C)NCCCC2=CC=CC=C2